N1(N=NC2=C1C=CC=C2)C (1-benzotriazolyl)methane